O1C(COC2=C1C1=CC=CC=C1C=C2)=O naphthodioxanone